C(#N)C=1C=CC=2C3=C(NC2C1)C(=C(C=N3)C(=O)NCC=3SC=CN3)NC(C)C 7-cyano-4-(isopropylamino)-N-(thiazol-2-ylmethyl)-5H-pyrido[3,2-b]indole-3-carboxamide